C(C)(C)OC1=C(C=C(C=C1)[C@@H](C)NC(C1=C(C=CC(=C1)N1CCN(CC1)C)C)=O)C=1C=NN(C1)C N-[(1R)-1-[4-isopropoxy-3-(1-methylpyrazol-4-yl)phenyl]ethyl]-2-methyl-5-(4-methylpiperazin-1-yl)benzamide